methacryloyloxyethyl-trimethyl-ammonium dimethylsulfate COS(=O)(=O)OC.C(C(=C)C)(=O)OCC[N+](C)(C)C